C(=O)(O)C=1C=C(OC(C(C)(C2=CC=CC=C2)C2=CC=CC=C2)OC2=CC(=C(C=C2)C(=O)O)C(=O)O)C=CC1C(=O)O bis(3,4-dicarboxyphenoxy)diphenylpropane